C(C)OC1CN(CCC1)C(=O)C1=CN(C2=C1C(N(C=C2C)C)=O)C 3-((3-ethoxypiperidin-1-yl)carbonyl)-1,5,7-trimethyl-1,5-dihydro-4H-pyrrolo[3,2-c]pyridin-4-one